ethyl-1,4-pentadiene C(C)C=CCC=C